2-((2-(6-(tert-Butyl)pyrimidin-4-yl)-4-fluoro-1H-pyrrolo[2,3-c]pyridin-5-yl)thio)-2-methylpropanoic acid C(C)(C)(C)C1=CC(=NC=N1)C1=CC=2C(=CN=C(C2F)SC(C(=O)O)(C)C)N1